4-((1S,3S)-3-(but-2-ynamido)cyclohexyl)-3-chloro-5,6-difluoro-2-methyl-1H-indole-7-carboxamide C(C#CC)(=O)N[C@@H]1C[C@H](CCC1)C1=C2C(=C(NC2=C(C(=C1F)F)C(=O)N)C)Cl